di-(2-methylbenzoyl) peroxide CC1=C(C(=O)OOC(C2=C(C=CC=C2)C)=O)C=CC=C1